(((5'S,7a'R)-5'-(3,5-difluorophenyl)-3-methyl-3'-oxotetrahydro-3'H-spiro[cyclobutane-1,2'-pyrrolo[2,1-b]oxazol]-3-yl)oxy)pyrimidine-4-carboxamide FC=1C=C(C=C(C1)F)[C@@H]1CC[C@H]2OC3(C(N21)=O)CC(C3)(C)OC3=NC=CC(=N3)C(=O)N